ethyl 2-((2,3-dihydrobenzofuran-5-yl) methylene)-3-oxobutanoate O1CCC2=C1C=CC(=C2)C=C(C(=O)OCC)C(C)=O